tetrakis(triphenyl-lambda5-phosphanyl)palladium C1(=CC=CC=C1)P(C1=CC=CC=C1)(C1=CC=CC=C1)[Pd](P(C1=CC=CC=C1)(C1=CC=CC=C1)C1=CC=CC=C1)(P(C1=CC=CC=C1)(C1=CC=CC=C1)C1=CC=CC=C1)P(C1=CC=CC=C1)(C1=CC=CC=C1)C1=CC=CC=C1